Copper (I) Thiocyanate [Cu]SC#N